[N+](=O)([O-])C=1C=C(C=CC1)C1OCCO1 (3-nitro-phenyl)-1,3-dioxolane